FCC1(OC=2C=C(C=CC2C2N3N(CC=C21)C(N(C3=O)C3=CC=CC=C3)=O)O)CF 7,7-bis(fluoromethyl)-10-hydroxy-2-phenyl-5,12b-dihydro-1H,7H-chromeno[4,3-c][1,2,4]triazolo[1,2-a]pyridazine-1,3(2H)-dione